4-(7-ethoxy-2,2-dimethyl-2,3-dihydrobenzofuran-5-yl)thiazol-2-amine C(C)OC1=CC(=CC=2CC(OC21)(C)C)C=2N=C(SC2)N